4-fluoro-N-(5-(pyridin-2-yl)pyrimidin-2-yl)benzamide FC1=CC=C(C(=O)NC2=NC=C(C=N2)C2=NC=CC=C2)C=C1